2-(aminomethyl)-6-carboxy-1,3-diethyl-1H-1,3-benzodiazol-3-ium hydrobromide bromide [Br-].Br.NCC1=[N+](C2=C(N1CC)C=C(C=C2)C(=O)O)CC